(R)-3-(2,6-difluoro-4-(piperidin-4-yloxy)phenyl)piperidine-2,6-dione hydrochloride Cl.FC1=C(C(=CC(=C1)OC1CCNCC1)F)[C@@H]1C(NC(CC1)=O)=O